C1(CCCCC1)C(=O)OOC=1C(=NC(=CC1)C=1N=NN(C1C=O)C)C1CC1 (2-cyclopropyl-6-(5-formyl-1-methyl-1H-1,2,3-triazol-4-yl) pyridin-3-yloxy) cyclohexane-1-carboxylate